C(=O)C1N(CCN(C1)C(=O)OC(C)(C)C)C(=O)OCC1=CC=CC=C1 1-Benzyl 4-tert-butyl 2-formylpiperazine-1,4-dicarboxylate